N-t-butyl-piperidinone C(C)(C)(C)N1C(CCCC1)=O